6-Fluoro-N-methyl-5-((1S,6R)-5-((3-methyl-2-oxo-1,5,7,8-tetrahydro-2H-pyrano[4,3-b]pyridin-7-yl)methyl)-2,5-diazabicyclo[4.2.0]octan-2-yl)picolinamide FC1=C(C=CC(=N1)C(=O)NC)N1[C@H]2CC[C@H]2N(CC1)CC1CC=2NC(C(=CC2CO1)C)=O